2-(1,1-dioxidoisothiazolidin-2-yl)-5-methylisonicotinic acid O=S1(N(CCC1)C=1C=C(C(=O)O)C(=CN1)C)=O